FC(C(=O)O)(F)F.C(C)OC(=O)C1=C(N=CS1)C 4-methyl-5-thiazolecarboxylic acid ethyl ester, trifluoroacetic acid salt